4-nitrobutyryl-ammonia [N+](=O)([O-])CCCC(=O)N